[Na].CC(CC)C1=C(C=C(C=C1)C)O 2-(1-methylpropyl)-5-methylphenol, sodium salt